C(C)(C)(C)C=1OC=2N=C3N(C(C2N1)=O)CCC3 2-tert-butyl-6,7-dihydrooxazolo[5,4-D]pyrrolo[1,2-a]pyrimidin-9(5H)-one